OC(=O)C(F)(F)F.C1(NCCC2=CC=CC=C12)=O 3,4-dihydroisoquinolin-1(2H)-one TFA salt